4-nitrophenyl (tert-butoxycarbonyl)-L-phenylalaninate C(C)(C)(C)OC(=O)N[C@@H](CC1=CC=CC=C1)C(=O)OC1=CC=C(C=C1)[N+](=O)[O-]